CC1(C2=CC=CC=C2C=2C=C(C=CC12)C(=O)NCC(=O)OC)C methyl (9,9-dimethyl-9H-fluorene-3-carbonyl)glycinate